2-acetyl-6-methyl-4,5-dihydropyridazin C(C)(=O)N1N=C(CCC1)C